C(C)(C)(C)OC(=O)N[C@@H](C(C)(C)C)C(=O)N1[C@@H](C[C@H](C1)C(F)(F)F)C(=O)N[C@@H](C[C@H]1C(NCC1)=O)C(=O)N N-(tert-butyloxycarbonyl)-3-methyl-L-valyl-(4R)-4-(trifluoromethyl)-L-prolyl-3-[(3S)-2-oxopyrrolidin-3-yl]-L-alaninamide